2,4-di-t-butylphenol phosphite P(O)(O)OC1=C(C=C(C=C1)C(C)(C)C)C(C)(C)C